4-hydroxybutane sodium [Na].OCCCC